(R)-5-acetoxy-6-bromo-2-(((4-fluorophenyl)sulfinyl)methyl)-1-methyl-1H-indole-3-carboxylic acid ethyl ester C(C)OC(=O)C1=C(N(C2=CC(=C(C=C12)OC(C)=O)Br)C)C[S@@](=O)C1=CC=C(C=C1)F